3-(4,4,5,5-tetramethyl-1,3,2-dioxaborolan-2-yl)-5-((3-(4,4,5,5-tetramethyl-1,3,2-dioxaborolan-2-yl)-5-(trifluoromethyl)phenyl)sulfonyl)benzoic acid CC1(OB(OC1(C)C)C=1C=C(C(=O)O)C=C(C1)S(=O)(=O)C1=CC(=CC(=C1)C(F)(F)F)B1OC(C(O1)(C)C)(C)C)C